O=C1NC=CC=C1 OXO-PYRIDIN